S(=O)(=O)(C1=CC=C(C)C=C1)OC(C)COC(C)COC(C)COC(C)COC(C)COC(C)COC(C)COC(C)COS(=O)(=O)C1=CC=C(C)C=C1 octapropylene glycol ditosylate